5-(benzyloxy)hexan-amide hydrochloride Cl.C(C1=CC=CC=C1)OC(CCCC(=O)N)C